C(C)(C)OC1=CC=C(C=C1)C=1C(=NNN1)C=O 5-(4-Isopropoxyphenyl)-2H-1,2,3-triazole-4-carbaldehyde